2,3-disulfosuccinic acid S(=O)(=O)(O)C(C(=O)O)C(C(=O)O)S(=O)(=O)O